COCC=1N=C(OC1C(=O)N)C 4-(methoxymethyl)-2-methyloxazole-5-carboxamide